CSC1=NC=C2C(=N1)N(N(C2=O)CC=C)C2=CC=CC(=N2)NC2CCN(CC2)C(=O)OC(C)(C)C tert-butyl 4-({6-[6-(methylsulfanyl)-3-oxo-2-(prop-2-en-1-yl)-1H,2H,3H-pyrazolo[3,4-d]pyrimidin-1-yl]pyridin-2-yl}amino)piperidine-1-carboxylate